C(C)(C)(C)C=1C=C(C=2NC3=CC=C(C=C3C2C1)C(C)(C)C)C1=CC(=CC2=CC=CC=C12)N(C=1C=C2C=3C=CC=CC3N3C2=C(C1)C1=CC=CC=C13)C=1C=C3C=2C=CC=CC2N2C3=C(C1)C1=CC=CC=C12 N-(4-(3,6-di-tert-butyl-9H-carbazol-1-yl)naphthalen-2-yl)-N-(indolo[3,2,1-jk]carbazol-2-yl)indolo[3,2,1-jk]carbazol-2-amine